BrC1=CC2=C([C@@H](CO2)N)C=C1 (3S)-6-bromo-2,3-dihydro-1-benzofuran-3-amine